COC1=C(C=CC=C1)C(C(OCCCN(C)C)=S)C (3-(dimethylamino)propyl) 2-(2-methoxyphenyl)propanethioate